4-bromo-3-(difluoromethoxy)-5-methanesulfonyl-1-trityl-indazole BrC1=C2C(=NN(C2=CC=C1S(=O)(=O)C)C(C1=CC=CC=C1)(C1=CC=CC=C1)C1=CC=CC=C1)OC(F)F